N-(2,6-dioxopiperidin-3-yl)-5-(4-((2-(4-((3R,4S)-7-hydroxy-3-phenylchroman-4-yl)phenyl)-2-azaspiro[3.5]nonan-7-yl)methyl)piperazin-1-yl)-4-methoxypicolinamide O=C1NC(CCC1NC(C1=NC=C(C(=C1)OC)N1CCN(CC1)CC1CCC2(CN(C2)C2=CC=C(C=C2)[C@@H]2[C@@H](COC3=CC(=CC=C23)O)C2=CC=CC=C2)CC1)=O)=O